CC1=CC=CC(=N1)C1=C(C=NN1)C=1C=C2C=C(C=NC2=CC1)C(=O)OC[C@H]1NCCC1 [(2S)-pyrrolidin-2-yl]methyl 6-[5-(6-methyl-2-pyridyl)-1H-pyrazol-4-yl]quinoline-3-carboxylate